5-chloro-N-((1r,4r)-4-((3-(5,6-dimethylpyridin-3-yl)-2-oxo-2,3-dihydro-1H-benzo[d]imidazol-1-yl)methyl)cyclohexyl)-2-methylnicotinamide ClC=1C=NC(=C(C(=O)NC2CCC(CC2)CN2C(N(C3=C2C=CC=C3)C=3C=NC(=C(C3)C)C)=O)C1)C